(S)-8-Methyl-N-(1-(5-(2-methyl-2H-indazol-5-yl)-1H-imidazol-2-yl)-7-oxononyl)-1-oxa-2,8-diazaspiro[4.5]dec-2-en-3-carboxamid CN1CCC2(CC(=NO2)C(=O)N[C@@H](CCCCCC(CC)=O)C=2NC(=CN2)C2=CC3=CN(N=C3C=C2)C)CC1